FS(C=1C=CC(=NC1)N)(F)(F)(F)F 5-(pentafluoro-λ6-sulfanyl)pyridin-2-amine